C(=O)C1=C(C=C(C=C1)N(C(C)=O)C)[N+](=O)[O-] N-(4-formyl-3-nitro-phenyl)-N-methyl-acetamide